C(CCCCC(C)C)NC(=O)CCCCCCCCC N-isooctyl-capramide